5-chloro-N-(3-cyano-4-fluorophenyl)-2-(4-fluoro-2-methylphenoxy)-4-(trifluoromethyl)benzamide ClC=1C(=CC(=C(C(=O)NC2=CC(=C(C=C2)F)C#N)C1)OC1=C(C=C(C=C1)F)C)C(F)(F)F